(1S,2R,3R,5R)-3-((S)-(4-chlorophenyl)(hydroxy)methyl)-5-((E)-5-fluoro-4-hydrazineylidene-1,4-dihydro-7H-pyrrolo[2,3-d]pyrimidin-7-yl)cyclopentane-1,2-diol ClC1=CC=C(C=C1)[C@H]([C@@H]1[C@H]([C@H]([C@@H](C1)N1C=C(C\2=C1NC=N/C2=N/N)F)O)O)O